C1(=CC=CC=C1)N1N=C(C(C1=O)CC1=C(C=CC=C1)Cl)C1=CC=CC=C1 1,3-diphenyl-4-o-chlorobenzyl-5-pyrazolone